((3-(2-fluoro-4-(pyridin-2-yloxy)phenyl)-1,2,4-oxadiazol-5-yl)methyl)acrylic acid FC1=C(C=CC(=C1)OC1=NC=CC=C1)C1=NOC(=N1)CC(C(=O)O)=C